pentafluorophenoxy oxide FC1=C(C(=C(C(=C1OOOC1=C(C(=C(C(=C1F)F)F)F)F)F)F)F)F